CC1(CCC(CC1)N)NC 4,N4-dimethylcyclohexane-1,4-diamine